O=C(CP(OC)(OC)=O)C Dimethyl 2-oxopropylphosphonate